iron vanadium [V].[Fe]